CN1[C@H]2CN[C@@H](C1)C2 (1r,4r)-2-methyl-2,5-diazabicyclo[2.2.1]heptane